C(C)OC(C(C#N)Br)=O 2-bromo-2-cyanoacetic acid ethyl ester